(S)-isopropyl-(phenyl)(2-(pyridin-2-yl)ethyl)phosphorus oxide C(C)(C)[P@@](CCC1=NC=CC=C1)(C1=CC=CC=C1)=O